C(C)(C)(C)C1=C(C(=O)OO)C=CC=C1.C(C)(C)(C)C1=C(C(=O)OO)C=CC=C1 tert-butyl-peroxybenzoic acid (tert-butyl peroxybenzoate)